1-((R)-1-(4-(4-(but-3-en-1-yloxy)-6-methylimidazo[2,1-f][1,2,4]triazin-2-yl)-5-methoxypyridin-2-yl)ethyl)-1-ethyl-3-((S)-7,7,7-trifluorohept-1-en-4-yl)urea C(CC=C)OC1=NC(=NN2C1=NC(=C2)C)C2=CC(=NC=C2OC)[C@@H](C)N(C(=O)N[C@H](CC=C)CCC(F)(F)F)CC